N1N=CC(=C1)NC=1C=2N(C=CC1)C(=CN2)C#CC=2C(=CC(=C(C(=O)NC1=CC(=CC(=C1)C(F)(F)F)C=1C=NN(C1)C)C2)F)C 5-((8-((1H-pyrazol-4-yl)amino)imidazo[1,2-a]pyridin-3-yl)ethynyl)-2-fluoro-4-methyl-N-(3-(1-methyl-1H-pyrazol-4-yl)-5-(trifluoromethyl)phenyl)benzamide